Cl.NCC1=CC=C(C=C1)N1CCS(CC1)(=O)=O 4-(4-(aminomethyl)phenyl)thiomorpholine 1,1-dioxide hydrochloride